FC=1C=C(C=CC1)C1=C(NC=2N=C(N=C(C21)N)C2=CC=CC=C2)C (3-fluorophenyl)-6-methyl-2-phenyl-7H-pyrrolo[2,3-d]pyrimidin-4-amine